2,4-difluoro-5-((4-oxo-7-(prop-1-yn-1-yl)-3,4-dihydrophthalazin-1-yl)methyl)benzoic acid FC1=C(C(=O)O)C=C(C(=C1)F)CC1=NNC(C2=CC=C(C=C12)C#CC)=O